C(#N)C1=C(C=C(C=C1)NC(C1=CN=C(C=C1)C1=C(C=C(C=C1)C1=NOC(=N1)C)OC)=O)OCCN(C)C N-(4-cyano-3-(2-(dimethylamino)ethoxy)phenyl)-6-(2-methoxy-4-(5-methyl-1,2,4-oxadiazol-3-yl)phenyl)nicotinamide